BrCCCCCCCCC=C 10-bromo-1-decene